C1N(CCC2=CC=CC=C12)C[C@H](CNC(=O)C=1C=C2CCN(C(C2=CC1)=O)CC1CCOCC1)O (S)-N-(3-(3,4-dihydroisoquinolin-2(1H)-yl)-2-hydroxypropyl)-1-oxo-2-((tetrahydro-2H-pyran-4-yl)methyl)-1,2,3,4-tetrahydroisoquinoline-6-carboxamide